Undec-7-ene tetraphenyl-borate C1(=CC=CC=C1)[B-](C1=CC=CC=C1)(C1=CC=CC=C1)C1=CC=CC=C1.CCCCCCC=CCCC